NC=1C=CC(=NC1)N1N=C(C(=C1)C1=CN=C(N1C)C(=O)NC1=CC(=C(C=C1)C(=O)N1[C@H](CNCC1)C)Cl)C(F)(F)F 5-[1-(5-amino-2-pyridyl)-3-(trifluoromethyl)pyrazol-4-yl]-N-[3-chloro-4-[(2S)-2-methylpiperazine-1-carbonyl]phenyl]-1-methylimidazole-2-carboxamide